ClC1=C(C=CC=C1C1=CC=C(C(=N1)OC)CN1[C@@H](CC1)C(=O)O)C1=C(C(=CC=C1)NC(=O)C=1N(C2=C(CN(CC2)C)N1)C)Cl (S)-1-((6-(2,2'-Dichloro-3'-(1,5-dimethyl-4,5,6,7-tetrahydro-1H-imidazo[4,5-c]pyridine-2-carboxamido)-[1,1'-biphenyl]-3-yl)-2-methoxypyridin-3-yl)methyl)azetidine-2-carboxylic acid